BrC=1C=NC(=NC1)C(CC#N)(C)O 3-(5-bromopyrimidin-2-yl)-3-hydroxybutanenitrile